CC=1C=2N(C=C(N1)C)N=C(C2)C=2N=C1N(C(C2)=O)C=C(C=C1C)N1CCN(CC1)C 2-(4,6-dimethylpyrazolo[1,5-a]pyrazin-2-yl)-9-methyl-7-(4-methylpiperazin-1-yl)-4H-pyrido[1,2-a]pyrimidin-4-one